C(CCC)C1(OC2=C(C(=N1)C1=CN=C3N1N=CC(=C3C)C)C=CC=C2C)C 2-butyl-4-(7,8-dimethylimidazo[1,2-b]pyridazin-3-yl)-2,8-dimethyl-2H-benzo[e][1,3]oxazine